ClC=1C=NC(=C(C(=O)NC)C1)OC(F)F 5-Chloro-2-(difluoromethoxy)-N-methylnicotinamide